dodecyl mercaptan antimony [Sb].C(CCCCCCCCCCC)S